(S)-(6-(4-(2-ethoxyphenyl)piperidin-1-yl)-2-azaspiro[3.4]oct-2-yl)(1-fluorocyclopropyl)methanone C(C)OC1=C(C=CC=C1)C1CCN(CC1)[C@@H]1CC2(CN(C2)C(=O)C2(CC2)F)CC1